FC=1C=NC=CC1C1CN(C1)[C@@H]1[C@@H](CCCC1)OC=1C=C2CN(C(C2=CC1)=O)N1C(CCCC1=O)=O (5-(((cis)-2-(3-(3-fluoro-pyridin-4-yl)azetidin-1-yl)-cyclohexyl)oxy)-1-oxoisoindolin-2-yl)piperidine-2,6-dione